6-methoxy-2-(5-methylfuran-2-yl)-N-((1-methylpiperidin-4-yl)methyl)-7-(3-(pyrrolidin-1-yl)propoxy)quinolin-4-amine COC=1C=C2C(=CC(=NC2=CC1OCCCN1CCCC1)C=1OC(=CC1)C)NCC1CCN(CC1)C